COC1C=NC=2C=CC=C(C2N1N(C1=CC=CC=C1)OCC=1C=NC(=CC1)C)C#N 3-methoxy-4-((6-methylpyridin-3-yl)methoxy(phenyl)amino)quinoxaline-5-carbonitrile